[C@@H]12N(C[C@@H](NC1)C2)C2=CC=C1C(=N2)N(C(=N1)C1=CC=C(C=C1)F)C1=CC(=NC=C1)NC(C1=CC=C(C=C1)F)=O N-(4-{5-[(1S,4S)-2,5-diazabicyclo[2.2.1]heptan-2-yl]-2-(4-fluorophenyl)-3H-imidazo[4,5-b]pyridin-3-yl}pyridin-2-yl)-4-fluorobenzamide